ClC=1C(=CC=C2N=CC(=NC12)C=1C=NN(C1)CC1CCNS(C1)(=O)=O)OC=1C=CC2=C(NC(=N2)C)C1 5-((4-(8-Chloro-7-((2-methyl-1H-benzo[d]imidazol-6-yl)oxy)quinoxalin-2-yl)-1H-pyrazol-1-yl)methyl)-1,2-thiazinane 1,1-dioxide